CC(C1=CC=CC=C1)(C)C=1C(=C(C=C(C1)C(C1=CC=CC=C1)(C)C)N1N=C2C(=N1)C=CC=C2)O 2-(3',5'-bis-(α,α-dimethyl-benzyl)-2'-hydroxyphenyl)benzotriazole